CS(=O)(=O)[O-].C[NH+]1CC(CC1)CCCC 1-methyl-3-butylpyrrolidinium methanesulfonate